(S)-2-(((3-butyl-7-methoxy-2-methyl-1,1-dioxido-5-phenyl-2,3,4,5-tetrahydro-1,2,5-benzothiadiazepin-8-yl)methyl)thio)acetic acid C(CCC)[C@@H]1N(S(C2=C(N(C1)C1=CC=CC=C1)C=C(C(=C2)CSCC(=O)O)OC)(=O)=O)C